CN(C1=CC=C(C(=O)OCC)C=C1)C Ethyl p-(dimethylamino)benzoate